C1(CC1)C(N1CC2=CC=CC(=C2C1=O)NC(=O)C=1C2=CN(N=C2C=CC1)C)C1CC1 N-(2-(dicyclopropylmethyl)-3-oxoisoindolin-4-yl)-2-methyl-2H-indazole-4-carboxamide